N-(7,8-Dichloro-1-methyl-2-oxo-6-(2,2,2-trifluoroethyl)-1,2,3,4,5,6-hexahydroazepino[4,5-b]indol-10-yl)-2-hydroxyacetamide ClC1=C(C=C(C=2C3=C(N(C12)CC(F)(F)F)CCNC(C3C)=O)NC(CO)=O)Cl